4-trifluoromethyl-benzene-1-formamidine hydrochloride Cl.FC(C1=CC=C(C=C1)C(=N)N)(F)F